N-(1,2-Dimyristyloxyprop-3-yl)-N,N-dimethyl-N-hydroxyethylammonium bromid methyl-2-(chloromethyl)-1-(2-methoxyethyl)-1H-benzo[d]imidazole-6-carboxylate COC(=O)C=1C=CC2=C(N(C(=N2)CCl)CCOC)C1.[Br-].C(CCCCCCCCCCCCC)OCC(C[N+](CCO)(C)C)OCCCCCCCCCCCCCC